C[C@@H](OCCOCCOCCOC)[C@@H](CO[Si](C(C)(C)C)(C)C)N1CCS(CC1)(=O)=O 4-((12R,13R)-12,16,16,17,17-pentamethyl-2,5,8,11,15-pentaoxa-16-silaoctadeca-13-yl)thiomorpholine 1,1-dioxide